(3E)-1-{4-[(3-methyl-4-{[1,2,4]triazolo[1,5-a]pyridin-7-yloxy}phenyl)amino]quinazolin-6-yl}-3-[3-(4-methylpiperazin-1-yl)propylidene]pyrrolidin-2-one CC=1C=C(C=CC1OC1=CC=2N(C=C1)N=CN2)NC2=NC=NC1=CC=C(C=C21)N2C(/C(/CC2)=C/CCN2CCN(CC2)C)=O